CNC(C(C)C)=O N-methyl-isobutyramide